O=C1N(CCC(N1)=O)C=1C=C(C=NC1)CN1CCC(CC1)N1N=C2C=C(C(=CC2=C1)NC(C1=CN=C(C=C1)C(F)(F)F)=O)C(C)(C)O N-(2-(1-((5-(2,4-dioxotetrahydropyrimidin-1(2H)-yl)pyridin-3-yl)methyl)piperidin-4-yl)-6-(2-hydroxypropan-2-yl)-2H-indazol-5-yl)-6-(trifluoromethyl)nicotinamide